5-(2-chloropyrimidin-4-yl)-7-fluoro-benzo[d]oxazole ClC1=NC=CC(=N1)C=1C=C(C2=C(N=CO2)C1)F